BrC1=C2C(=CN=C1C#N)NN=C2C2CC2 4-bromo-3-cyclopropyl-1H-pyrazolo[3,4-c]pyridine-5-carbonitrile